3',4'-dichloro-5-fluoro-biphenyl-2-amine ClC=1C=C(C=CC1Cl)C=1C(=CC=C(C1)F)N